CC1=CC=2N(C=C1C1CCN(CC1)S(=O)(=O)C1=CC3=C(N(C=N3)C)C=C1)N=CN2 7-methyl-6-(1-((1-methyl-1H-benzo[d]imidazol-5-yl)sulfonyl)piperidin-4-yl)-[1,2,4]triazolo[1,5-a]pyridine